CN1C2=C(C=C(C1=O)C(=O)NC1=CC=CC=C1)COCC2 1-Methyl-2-oxo-N-phenyl-7,8-dihydro-5H-pyrano[4,3-b]pyridine-3-carboxamide